ClC1=CC2=C(N=CN(C2=O)CC2(CCN(CC2)C(C2=CC=C(C=C2)Cl)=O)O)N1C1=CC=C(C=C1)[C@@H]1N(CCO[C@H]1C)C(=O)OC(C)(C)C tert-Butyl (2S,3S)-3-(4-(6-chloro-3-((1-(4-chlorobenzoyl)-4-hydroxypiperidin-4-yl)methyl)-4-oxo-3,4-dihydro-7H-pyrrolo[2,3-d]pyrimidin-7-yl)phenyl)-2-methylmorpholine-4-carboxylate